O=C1C[C@@H](CC1)C(=O)O (R)-3-oxocyclopentane-1-carboxylic acid